CC=1C=2N(C=CC1)C=C(N2)N2C(CN(CC2)C(=O)OC(C)(C)C)=O tert-butyl 4-(8-methylimidazo[1,2-a]pyridin-2-yl)-3-oxo-piperazine-1-carboxylate